C(C=C)(=O)NC(C)(C)CS(=O)(=O)[O-] Acryloyldimethyltaurat